C1(CC1)CC1NCCC=2N=C(N=C(C21)OCC2=NC=C(C=C2)C(F)(F)F)C (cyclopropylmethyl)-2-methyl-4-((5-(trifluoromethyl)pyridin-2-yl)methoxy)-5,6,7,8-tetrahydropyrido[4,3-d]pyrimidine